5-(Cyclohexylmethoxy)-4-formyl-6-methyl-1,3-phenylene bis(4-methylbenzene-sulfonate) CC1=CC=C(C=C1)S(=O)(=O)OC1=CC(=C(C(=C1C)OCC1CCCCC1)C=O)OS(=O)(=O)C1=CC=C(C=C1)C